N-(4-methoxy-2-methylbut-2-yl)-2-(pyridin-4-yl)-1,7-naphthyridin-4-amine COCCC(C)(C)NC1=CC(=NC2=CN=CC=C12)C1=CC=NC=C1